(6S,7S)-7-cyclopropylmethyl-6-(2,6-difluoro-4-((1-propylazetidin-3-yl)oxy)phenyl)-8-methyl-6,7,8,9-tetrahydro-3H-pyrazolo[3,4-H]Isoquinoline C1(CC1)C[C@@H]1N(CC=2C3=C(C=CC2[C@H]1C1=C(C=C(C=C1F)OC1CN(C1)CCC)F)NN=C3)C